4-(((tert-butoxycarbonyl) amino) methyl)-4-fluorocyclohexyl methanesulfonate CS(=O)(=O)OC1CCC(CC1)(F)CNC(=O)OC(C)(C)C